ethyl 6-[5-[2-(3-fluoro-4-methylsulfonyl-anilino)-4-[[(1S)-2-hydroxy-1-phenyl-ethyl]amino]pyrimidin-5-yl]-1,3,4-oxadiazol-2-yl]hexanoate FC=1C=C(NC2=NC=C(C(=N2)N[C@H](CO)C2=CC=CC=C2)C2=NN=C(O2)CCCCCC(=O)OCC)C=CC1S(=O)(=O)C